NC1=NC=C(C(=N1)C=1C=NN(C1)CC1(COC1)O)C(F)(F)F 3-((4-(2-amino-5-(trifluoromethyl)pyrimidin-4-yl)-1H-pyrazol-1-yl)methyl)oxetan-3-ol